C1(CCCC1)N1C(=CC2=C1N=C(N=C2)NC2=CC=C(C=N2)N2CCC(CC2)N(C)C)C#N 7-Cyclopentyl-2-(4-dimethylamino-3,4,5,6-tetrahydro-2H-[1,3']bipyridinyl-6'-ylamino)-7H-pyrrolo[2,3-d]pyrimidine-6-carbonitrile